COC1=CC(=NC=C1)S(=NC(CC=1N=C2N(C=C(C=C2)C2=NOC(=N2)C(F)(F)F)C1)=O)(=O)C N-((4-methoxypyridin-2-yl)(methyl)(oxo)-λ6-sulfaneylidene)-2-(6-(5-(trifluoromethyl)-1,2,4-oxadiazol-3-yl)imidazo[1,2-a]pyridin-2-yl)acetamide